C1(CC1)C1CC(C1)N1C(N([C@H](C1)C#N)C1=CN=CC2=CC=CC=C12)=O (R)-1-((1r,3R)-3-cyclopropylcyclobutyl)-3-(isoquinolin-4-yl)-2-oxoimidazolidine-4-carbonitrile